C(CC)C(CCCC(CCCCC)CCC)O[N+](C)(C)C 1,5,7-tripropylheptyloxytrimethylammonium